FC1=CC=C(C=C1)N1C(C(=CC=C1)C(=O)O)=O 1-(4-fluorophenyl)-2-oxo-1,2-dihydropyridine-3-carboxylic acid